alanyl-lysine N[C@@H](C)C(=O)N[C@@H](CCCCN)C(=O)O